COC(CN1C(C2=C(C1=O)C=C(S2)C2=NC(=NC=C2Cl)Cl)(C)C)=O.Br[C-]2C(C(=CC=C2)F)OCC(C(C)C)=C 1-bromo-3-fluoro-2-(3-methyl-2-methylenebutoxy)benzeneid Methyl-2-(2-(2,5-dichloropyrimidin-4-yl)-6,6-dimethyl-4-oxo-4,6-dihydro-5H-thieno[2,3-c]pyrrol-5-yl)acetate